3,4,4'-biphenyltricarboxylic acid C1(=CC(=C(C=C1)C(=O)O)C(=O)O)C1=CC=C(C=C1)C(=O)O